CITRIC ANHYDRIDE C1C(=O)OC(=O)C1(CC(=O)O)O